C(CCC\C=C/C\C=C/C\C=C/C\C=C/C\C=C/CC)OC(C(=O)N[C@H](C(=O)O)CC(C)C)CC (2S)-2-(2-((5Z,8Z,11Z,14Z,17Z)-icosa-5,8,11,14,17-pentaen-1-yloxy)butanamido)-4-methylpentanoic acid